1-[6-chloro-2-({5-chloro-1-[(3S,4S)-3-fluoro-1-(oxetan-3-yl)piperidin-4-yl]-1H-pyrazol-4-yl}amino)quinazolin-7-yl]-4-methylpiperidin-4-ol ClC=1C=C2C=NC(=NC2=CC1N1CCC(CC1)(O)C)NC=1C=NN(C1Cl)[C@@H]1[C@H](CN(CC1)C1COC1)F